3-(4-fluoro-3-methylphenyl)-1-(9-fluoro-6-oxo-1,4,5,6-tetrahydro-2H-pyrano[3,4-c]isoquinolin-1-yl)-1-methylurea FC1=C(C=C(C=C1)NC(N(C)C1COCC=2NC(C=3C=CC(=CC3C21)F)=O)=O)C